N-isopropyl-6-[3-(5-methoxymethyl-isoxazol-3-yl)-[1,2,4]triazolo[3,4-a]phthalazin-6-yloxymethyl]-nicotinamide C(C)(C)NC(C1=CN=C(C=C1)COC1=NN2C(C3=CC=CC=C13)=NN=C2C2=NOC(=C2)COC)=O